FC1=C(C(=CC=C1NS(=O)(=O)C=1C=2N=CC=NC2C=CC1)F)C=1C=C2C=NC(=NC2=CC1)NC(C(C)(C)C)=O N-(6-(2,6-difluoro-3-(quinoxaline-5-sulfonamido)phenyl)quinazolin-2-yl)pivaloamide